O=C1NC(CCC1N1C(C2=CC=CC(=C2C1=O)O)=O)=O 2-(2,6-dioxopiperidin-3-yl)-4-hydroxy-1H-isoindole-1,3(2H)-dione